ClC=1C=CC2=C(N=C(O2)N2CC3(C2)CC(C3)NC(=O)C=3OC(=CC3)S(NC3CC3)(=O)=O)C1 N-[2-(5-chloro-1,3-benzoxazol-2-yl)-2-azaspiro[3.3]heptan-6-yl]-5-(cyclopropylsulfamoyl)furan-2-carboxamide